C1[C@H]([C@H](C(=O)O1)O)O The molecule is a butan-4-olide that is dihydrofuran-2-one substituted at C-3 and C-4 by hydroxy groups (the 3R,4R-diastereomer). It is a butan-4-olide and a diol.